methylpropyl-(2,3,4,5-tetramethyl-cyclopentadienyl)silane C[SiH](C1C(=C(C(=C1C)C)C)C)CCC